C(CC(=O)OCCCCCCCC\C=C/C\C=C/CCCCC)(=O)OCCCCCCCC\C=C/C\C=C/CCCCC dilinoleyl malonate